OC1=C(C(=CC(=C1)OC)O)C(C)=O 2',6'-dihydroxyl-4'-methoxyacetophenone